1-cyclopentyl-N-[(2,3-difluorophenyl)methyl]-5-oxopyrrolidine-3-carboxamid C1(CCCC1)N1CC(CC1=O)C(=O)NCC1=C(C(=CC=C1)F)F